COC(=O)C1=CC2=C(N1)C(=C(S2)C)Br 3-bromo-2-methyl-4H-thieno[3,2-b]pyrrole-5-carboxylic acid methyl ester